1,3-dimethylimidazolium methylcarbonate COC([O-])=O.CN1C=[N+](C=C1)C